CC=1C(=NC(=C(C1NC(=O)N=[S@](=O)(N)C=1SC=C(C1)C(C)(C)O)C)C(F)(F)F)C(F)(F)F (R)-N'-((3,5-dimethyl-2,6-bis(trifluoromethyl)pyridin-4-yl)carbamoyl)-4-(2-hydroxypropan-2-yl)thiophene-2-sulfonimidamide